BrC=1C(=C2C(CC[C@@]3(C2=CC1)N=C1N(C=C(C=C1OC(F)F)C(F)(F)F)C3)(F)F)F (S)-6'-bromo-8-(difluoromethoxy)-4',4',5'-trifluoro-6-(trifluoromethyl)-3',4'-dihydro-2'H,3H-spiro[imidazo[1,2-a]pyridine-2,1'-naphthalene]